(1r,2'S,4S)-4-(3-chloroanilino)-2'-{(2R)-3-[(6,7-dihydro-5H-cyclopenta[b]pyridin-4-yl)oxy]-2-methylpropyl}-2',3'-dihydrospiro[cyclohexane-1,1'-indene]-4-carboxylic acid ClC=1C=C(NC2(CCC3([C@H](CC4=CC=CC=C34)C[C@H](COC3=C4C(=NC=C3)CCC4)C)CC2)C(=O)O)C=CC1